(4aR,8aS)-6-[3-[4-(3-azabicyclo[3.1.1]heptan-3-yl)phenyl]azetidine-1-carbonyl]-4,4a,5,7,8,8a-hexahydropyrido[4,3-b][1,4]oxazin-3-one C12CN(CC(C1)C2)C2=CC=C(C=C2)C2CN(C2)C(=O)N2C[C@@H]1[C@@H](OCC(N1)=O)CC2